N1N=CC(=C1)C(=O)N1CCC2(C(C2)CNC(=O)C2=CC=3C(=CN=CC3)O2)CC1 N-[[6-(1H-pyrazole-4-carbonyl)-6-azaspiro[2.5]octan-2-yl]methyl]furo[2,3-c]pyridine-2-carboxamide